((3'-cyano-[1,1'-biphenyl]-4-yl)oxy)-1H-1,2,3-triazole-4-carboxylic acid C(#N)C=1C=C(C=CC1)C1=CC=C(C=C1)ON1N=NC(=C1)C(=O)O